BrC=1C=NC(=NC1)OC=1C=C(C#N)C=CC1 3-(5-bromopyrimidin-2-yl)oxybenzonitrile